COCCOC ethylene glycol DIMETHYL ETHER